N-(2,3-dimethoxy-5-(6-methoxy-8-(methylamino)imidazo[1,2-a]pyrazin-3-yl)phenyl)-1-methyl-1H-pyrazole-4-sulfonamide COC1=C(C=C(C=C1OC)C1=CN=C2N1C=C(N=C2NC)OC)NS(=O)(=O)C=2C=NN(C2)C